C12COCC(CC1)N2C=2C=C(C=1N(N2)C(=CN1)C(F)(F)F)N(CC(=O)OC(C)(C)C)CC1=CC=CC=C1 tert-butyl N-(6-(3-oxa-8-azabicyclo[3.2.1]octan-8-yl)-3-(trifluoromethyl)imidazo[1,2-b]pyridazin-8-yl)-N-benzylglycinate